FC(C=1C=C(C=C(C1)C(F)(F)F)OB([O-])[O-])(F)F.[Li+].C(C)(C)(C)C(C(=O)N)(C)CCCC.[Li+] t-butyl-2-n-butyl-propionamide lithium [3,5-bis(trifluoromethyl)phenyl]borate